2-(6-{[(3R,4R)-3-fluoro-2,2,6,6-tetramethylpiperidin-4-yl]amino}pyridazin-3-yl)-5-{6-[(2H3)methyloxy]pyrimidin-4-yl}pyridin-3-ol F[C@H]1C(NC(C[C@H]1NC1=CC=C(N=N1)C1=NC=C(C=C1O)C1=NC=NC(=C1)OC([2H])([2H])[2H])(C)C)(C)C